N-{4-[3-(2,3-difluoroanilino)-5-methyl-4-oxo-4,5,6,7-tetrahydro-1H-pyrrolo[3,2-c]pyridin-2-yl]pyridin-2-yl}-2-(4-fluorophenyl)acetamide formamide salt C(=O)N.FC1=C(NC2=C(NC3=C2C(N(CC3)C)=O)C3=CC(=NC=C3)NC(CC3=CC=C(C=C3)F)=O)C=CC=C1F